(R)-2-(2-Chloro-5-isopropyl-8-oxothieno[2',3':4,5]pyrrolo[1,2-d][1,2,4]triazin-7(8H)-yl)-N-(6-oxopiperidin-3-yl)acetamide ClC1=CC2=C(C=C3N2C(=NN(C3=O)CC(=O)N[C@H]3CNC(CC3)=O)C(C)C)S1